OC1=CC=C(C=C1)SCOOC=CSC1=CC=C(C=C1)O 1,5-bis(4-hydroxyphenylthio)-2,3-dioxapentaene